N-(4-(N-(2-chlorophenyl)sulfamoyl)phenyl)-2,3-dihydrobenzo[b][1,4]dioxine-6-carboxamide ClC1=C(C=CC=C1)NS(=O)(=O)C1=CC=C(C=C1)NC(=O)C1=CC2=C(OCCO2)C=C1